Formylhydrazoic acid C(=O)N=[N+]=[N-]